(Z)-N'-(4-chloro-1,3,5-triazin-2-yl)-4-(1,4,4,4-tetrafluoro-3-(3,4,5-trichlorophenyl)but-1-en-1-yl)-2-(trifluoromethyl)benzoyl-hydrazine ClC1=NC(=NC=N1)NNC(C1=C(C=C(C=C1)/C(=C/C(C(F)(F)F)C1=CC(=C(C(=C1)Cl)Cl)Cl)/F)C(F)(F)F)=O